FC=1C=C2[C@H](CCOC2=CC1)N (S)-6-fluorochroman-4-amine